FC1=C(OC2CC3(C2)CCN(CC3)C(=O)N3C[C@@H]2[C@@H](OCC(N2)=O)CC3)C=CC(=C1)C(F)(F)F (4aR,8aS)-6-(2-(2-Fluoro-4-(trifluoromethyl)phenoxy)-7-azaspiro[3.5]nonane-7-carbonyl)hexahydro-2H-pyrido[4,3-b][1,4]oxazin-3(4H)-one